(E)-3-((3-(2-(2-(4-(dimethylamino)-N-methylbut-2-enamido)-2-methylpropanamido)ethyl)phenyl)amino)-6-ethyl-5-methylpyrazine-2-carboxamide CN(C/C=C/C(=O)N(C)C(C(=O)NCCC=1C=C(C=CC1)NC=1C(=NC(=C(N1)C)CC)C(=O)N)(C)C)C